(R)-4-(2-(3-(2-ethoxy-1,1,1,3,3,3-hexafluoropropan-2-yl)-1-(2-(6-methylpyridin-3-yl)propan-2-yl)pyrrolidin-3-yl)ethyl)benzonitrile C(C)OC(C(F)(F)F)(C(F)(F)F)[C@]1(CN(CC1)C(C)(C)C=1C=NC(=CC1)C)CCC1=CC=C(C#N)C=C1